C1=CC=CC=2C3=CC=CC=C3C(C12)COC(=O)N(N(C)CC=1N(C2=CC=C(C=C2C1)NC(CCN=[N+]=[N-])=O)CCC(=O)O)C 3-(2-((2-(((9H-fluoren-9-yl)methoxy)carbonyl)-1,2-dimethylhydrazineyl)methyl)-5-(3-azidopropanamido)-1H-indol-1-yl)propanoic acid